FC=1C=C(C=C(C1F)F)C=1C(=CC=CC1)N 3',4',5'-Trifluoro-[1,1'-biphenyl]-2-amine